(4-amino-2-((3-fluoropyridin-2-yl)methyl)-7-(pyrimidin-4-yl)-2H-[1,2,3]triazolo[4,5-c]pyridin-6-yl)benzonitrile NC1=NC(=C(C=2C1=NN(N2)CC2=NC=CC=C2F)C2=NC=NC=C2)C2=C(C#N)C=CC=C2